FC=1C=C(N)C=CC1OC1=CC=NC2=CC=C(N=C12)OC 3-fluoro-4-((6-methoxy-1,5-naphthyridin-4-yl)oxy)aniline